4-(5-butyl-1-(4-(4-chlorophenoxy)phenyl)-1H-1,2,4-triazol-3-yl)phenol C(CCC)C1=NC(=NN1C1=CC=C(C=C1)OC1=CC=C(C=C1)Cl)C1=CC=C(C=C1)O